ClC1=CC=C(C=C1)C1=CC2=C(N=CN(C2=O)[C@@H]2CN(C[C@H]2O)C(=O)OC(C)(C)C)C(=N1)C=1C=NC=CC1 tert-butyl (3R,4R)-3-(6-(4-chlorophenyl)-4-oxo-8-(pyridin-3-yl)pyrido[3,4-d]pyrimidin-3(4H)-yl)-4-hydroxypyrrolidine-1-carboxylate